ClC1=CC=C(C=C1)C=1N=C(C2=C(N1)C=C(S2)CN(C2=NC=C(C=N2)C(=O)OCC)C)N2CCOCC2 Ethyl 2-(((2-(4-chlorophenyl)-4-morpholinothieno[3,2-d]pyrimidin-6-yl)methyl)(methyl)amino)pyrimidine-5-carboxylate